N-(4-bromo-1-methyl-1H-1,3-benzodiazol-2-yl)acetamide BrC1=CC=CC=2N(C(=NC21)NC(C)=O)C